(Z,Z)-9,11-Tetradecadienyl acetate C(C)(=O)OCCCCCCCC\C=C/C=C\CC